C1(CC1)NC(C([C@H](CC1C(NC2(C1)CCOCC2)=O)NC([C@H](CC(C)C)NC(OC2(CCC2)CC2=CC(=CC=C2)Cl)=O)=O)=O)=O 1-(3-chlorobenzyl)cyclobutyl ((2S)-1-(((2S)-4-(cyclopropylamino)-3,4-dioxo-1-(2-oxo-8-oxa-1-azaspiro[4.5]decan-3-yl)butan-2-yl)amino)-4-methyl-1-oxopentan-2-yl)carbamate